tert-Butyl 7-(4-((3-chloro-4-(difluoromethoxy)-2-fluorophenyl)amino)pyrido[3,4-d]pyrimidin-6-yl)-4,7-diazaspiro[2.5]octane-4-carboxylate ClC=1C(=C(C=CC1OC(F)F)NC=1C2=C(N=CN1)C=NC(=C2)N2CCN(C1(CC1)C2)C(=O)OC(C)(C)C)F